(R)-1-([1,1'-biphenyl]-3-yl)ethane-1,2-diol C1(=CC(=CC=C1)[C@H](CO)O)C1=CC=CC=C1